BrC=1C=CC2=C(CN(S2(=O)=O)CC2=CC=C(C=C2)OC)C1 5-bromo-2-[(4-methoxyphenyl)methyl]-2,3-dihydro-1λ6,2-benzothiazol-1,1-dione